isooctyl 3,5-di-tert-butyl-4-hydroxycinnamate C(C)(C)(C)C=1C=C(C=CC(=O)OCCCCCC(C)C)C=C(C1O)C(C)(C)C